N-(5-(tert-butyl)-[1,1'-biphenyl]-2-yl)-9,9-dimethyl-9H-fluoren-1-amine C(C)(C)(C)C=1C=CC(=C(C1)C1=CC=CC=C1)NC1=CC=CC=2C3=CC=CC=C3C(C12)(C)C